C(C(C)(C)C)(=O)OC1=C(C2=CC=CC=C2C=C1)C=O formylnaphthalen-2-yl pivalate